BrC1=CC(=C(C(=C1)[N+](=O)[O-])N[C@H]1[C@H](CC2CCCCC2C1)NC(=O)C1=CC(NC2=CC=CC=C12)=O)C(NC)=O N-((2S,3R)-3-((4-bromo-2-(methylcarbamoyl)-6-nitrophenyl)amino)decahydronaphthalen-2-yl)-2-oxo-1,2-dihydroquinoline-4-carboxamide